OC=1C=C(C2=CC=CC=C2C1)C=1C=C2C(=CN(C2=CC1)C1CN(C1)C(C=C)=O)S(=O)(=O)C 1-(3-(5-(3-hydroxynaphthalen-1-yl)-3-(methylsulfonyl)-1H-indol-1-yl)azetidin-1-yl)prop-2-en-1-one